N-(6-CYCLOPROPYL-1-METHYL-1H-INDAZOL-7-YL)-1-(5-(TRIFLUOROMETHYL)PYRIDIN-2-YL)-1H-PYRAZOLE-4-SULFONAMIDE C1(CC1)C1=CC=C2C=NN(C2=C1NS(=O)(=O)C=1C=NN(C1)C1=NC=C(C=C1)C(F)(F)F)C